O1C(OC=C1C(=O)O)=C1OC=CO1 bi[1,3]dioxol-5-carboxylic acid